FCC1=CC=C(C=C1)[B-](C1=CC=C(C=C1)CF)(C1=CC=C(C=C1)CF)C1=CC=C(C=C1)CF.C(C)[NH+](CC)CC triethylammonium tetrakis(4-fluoromethylphenyl)borate